FC(CC=1C(=NC(=NC1OC)NS(=O)(=O)C1=CNC2=C(C=CC=C12)C1=NC=CC=N1)OC)F N-[5-(2,2-difluoroethyl)-4,6-dimethoxy-pyrimidin-2-yl]-7-(2-pyrimidyl)-1H-indole-3-sulfonamide